O[C@@H]1[C@H](CCCC1)NC(C1=CC(=C(C=C1)C)CN(C=1C=NC=C(C1)C1=CC=CC=C1)C)=O N-[(1S,2S)-2-hydroxycyclohexyl]-4-methyl-3-{[methyl-(5-phenylpyridin-3-yl)amino]methyl}benzamide